3-(4-(3-(chlorocarbonyl)azetidin-1-yl)phenyl)propanoic acid ethyl ester C(C)OC(CCC1=CC=C(C=C1)N1CC(C1)C(=O)Cl)=O